I.NNC(SC)=[NH2+] 1-amino-2-methyl-isothiouronium hydroiodide